tert-butyl N-[2-[[1-[5-[[2-amino-4-[ethoxy(propyl)carbamoyl]-3H-1-benzazepine-8-carbonyl]amino]-2-pyridyl]piperidine-4-carbonyl]amino]ethyl]carbamate NC1=NC2=C(C=C(C1)C(N(CCC)OCC)=O)C=CC(=C2)C(=O)NC=2C=CC(=NC2)N2CCC(CC2)C(=O)NCCNC(OC(C)(C)C)=O